C[Si](C=1C(OC2=CC=CC=C2C1)=O)(C)C 3-(trimethylsilyl)coumarin